N(=C=O)C(C(=O)OCCN=C=O)CCCCN=C=O 2-isocyanatoethyl (2,6-diisocyanato)hexanoate